4,4-difluoro-1-{3-[3-methyl-1-(oxan-2-yl)-1H-pyrazol-5-yl]-5-[(3R)-3-methylmorpholin-4-yl]-[1,2]thiazolo[4,5-b]pyridin-7-yl}cyclohexan-1-ol FC1(CCC(CC1)(O)C1=C2C(=NC(=C1)N1[C@@H](COCC1)C)C(=NS2)C2=CC(=NN2C2OCCCC2)C)F